COC=1C(=C2C=CNC2=C(C1)C)CN1[C@@H](CC2(CC2)CC1)C1=C(C=C(C(=O)O)C=C1)N1CC(C1)OC 4-[(5S)-6-[(5-methoxy-7-methyl-1H-indol-4-yl)methyl]-6-azaspiro[2.5]octan-5-yl]-3-(3-methoxyazetidin-1-yl)benzoic acid